O[C@H](C)C=1N(C=CN1)CC1=NOC(=C1)C1=CC=C(C=C1)C#CC1CCC(CC1)NCCCC(=O)OC methyl 4-(((1r,4r)-4-((4-(3-((2-((S)-1-hydroxyethyl)-1H-imidazol-1-yl)methyl)isoxazol-5-yl)phenyl)ethynyl)cyclohexyl)amino)butanoate